N=1C=NN2C1C=C(C=C2)OC2=C(C=C(C=C2)NC2=NC=NC1=CC(=CC(=C21)OC2C(CNCC2)(F)F)OC)C N-(4-([1,2,4]triazolo[1,5-a]pyridin-7-yloxy)-3-methylphenyl)-5-((3,3-difluoropiperidin-4-yl)oxy)-7-methoxyquinazolin-4-amine